N-[(E)-2,2-dimethylpropylidene]-2-methylpropane-2-sulfinamide CC(\C=N\S(=O)C(C)(C)C)(C)C